NC1=NN2C(C=C(C=C2)C=2C=C(C(=NC2C)OC)C(=O)NCC=2C(=NC=CC2)OCC2CCC2)=N1 5-{2-amino-[1,2,4]triazolo[1,5-a]pyridin-7-yl}-N-{[2-(cyclobutylmethoxy)pyridin-3-yl]methyl}-2-methoxy-6-methylpyridine-3-carboxamide